F[C@@H]1CC2=CC=3CCCC3C(=C2C1)NC(=O)N=[S@](=O)(N)C=1C=NN2C1O[C@H](C2)COC (R,2R)-N'-(((R)-2-fluoro-1,2,3,5,6,7-hexahydro-s-indacen-4-yl)carbamoyl)-2-(methoxymethyl)-2,3-dihydropyrazolo[5,1-b]oxazole-7-sulfonimidamide